CC(CC(=O)C1=CC=C(C(=O)O)C=C1)C 4-(3-methylbutyryl)benzoic acid